dimethyl-2,2-propanediol CC(C(C)(O)O)C